2-methylenebutane C=C(C)CC